[Se].[Sn] tin-selenium